2-(5-methyl-2-((2-methylallyl)oxy)phenyl)-2H-benzo[1,2,3]triazole CC=1C=CC(=C(C1)N1N=C2C(=N1)C=CC=C2)OCC(=C)C